5-iodo-N-(1-propyl-1H-pyrazol-4-yl)pyrimidin-2-amine IC=1C=NC(=NC1)NC=1C=NN(C1)CCC